6-ethoxy-2-methyl-2H-indazole C(C)OC=1C=CC2=CN(N=C2C1)C